O1C=NC(=C1)CN1CCN(CC1)C1=C(C=C(C=C1)C(F)(F)F)NC(=O)C=1OC(=CC1)C1=CC=NC=C1 N-(2-(4-(oxazol-4-ylmethyl)piperazin-1-yl)-5-(trifluoromethyl)phenyl)-5-(pyridin-4-yl)furan-2-carboxamide